1-((4AR,6R,7aS)-2-(4-fluorobenzyloxy)-2-oxo-4H-furo[3,2-d][1,3,2]dioxaphosphorin-6-yl)-5-fluoropyrimidine-2,4(1H,3H)-dione FC1=CC=C(COP2(OCC3=C(O2)C=C(O3)N3C(NC(C(=C3)F)=O)=O)=O)C=C1